ClC1=C(CC=2C=CC=3C(=NC=CN3)N2)C=CC=C1Cl 6-(2,3-dichlorobenzyl)pyrido[2,3-b]pyrazin